2,5,8,11-tetramethyl-6-dodecyn-5,8-diol CC(C)CCC(C#CC(CCC(C)C)(O)C)(O)C